C(C)OC=1C=NC(=NC1)N1CCC(CC1)CCCOC1=CC(=C(C(=C1)F)CC(=O)N1C[C@@H](CC1)CNCC(CO)(CO)CO)F 2-[4-[3-[1-(5-ethoxypyrimidin-2-yl)-4-piperidyl]propoxy]-2,6-difluoro-phenyl]-1-[(3S)-3-[[[3-hydroxy-2,2-bis(hydroxymethyl)propyl]amino]methyl]pyrrolidin-1-yl]ethanone